[Rh](O)(O)O.[Rh] Rhodium Rhodium hydroxid